COC(C=C(C1=C(C=CC(=C1)C)OCOC)C1=C(C=CC=C1)F)=O 3-(2-fluorophenyl)-3-(2-methoxymethoxy-5-methyl-phenyl)-acrylic acid methyl ester